6-methyl-4-[(1-methylcyclopropyl)amino]-N-[1-(trifluoromethyl)cyclopropyl]furo[2,3-d]pyrimidine-5-carboxamide CC1=C(C2=C(N=CN=C2NC2(CC2)C)O1)C(=O)NC1(CC1)C(F)(F)F